C(C)(C)(C)OC(=O)N1CCN(CC1)C1=NC(=CC(=C1)C(F)(F)F)OC1CC1 4-[6-(Cyclopropoxy)-4-(trifluoromethyl)-2-pyridinyl]piperazine-1-carboxylic acid tert-butyl ester